Cl(=O)(=O)(=O)[O-].CN(C1=CC=C(C=C1)C=CC=CC=1SC2=C([N+]1CC)C=CC=C2)C 2-(4-(4-dimethylaminophenyl)-1,3-butadienyl)-3-ethylbenzothiazolium perchlorate